N1=CC=C(C=C1)[C@@H](C)NC1CCCC=2C3=CC(=CC=C3NC12)C=1C=C2CNC(C2=CC1)=O 5-(1-(((R)-1-(pyridin-4-yl)ethyl)amino)-2,3,4,9-tetrahydro-1H-carbazol-6-yl)isoindolin-1-one